4-(5-(4-methoxyphenyl)-3-phenyl-4,5-dihydropyrazol-1-yl)benzenesulfonamide COC1=CC=C(C=C1)C1CC(=NN1C1=CC=C(C=C1)S(=O)(=O)N)C1=CC=CC=C1